(12AR)-10-chloro-9-(2-fluoro-6-hydroxyphenyl)-1,2,3,4,12,12a-hexahydro-6H-pyrazino[2,1-c][1,4]benzoxazepine-8-carbonitrile ClC1=C(C(=CC=2CN3[C@@H](COC21)CNCC3)C#N)C3=C(C=CC=C3O)F